C[C@H]1N(C[C@@H](N(C1)C=1C2=C(N=CN1)N(C=C2C=C)C2=NC=CC(=C2)C(F)(F)F)C)C(=O)OC(C)(C)C tert-Butyl (2R,5S)-2,5-dimethyl-4-(7-(4-(trifluoromethyl)pyridin-2-yl)-5-vinyl-7H-pyrrolo[2,3-d]pyrimidin-4-yl)piperazine-1-carboxylate